(4R,5R)-2-(8-methylimidazo[1,2-a]pyridin-2-yl)-4,5-diphenyl-4,5-dihydrooxazole CC=1C=2N(C=CC1)C=C(N2)C=2O[C@@H]([C@H](N2)C2=CC=CC=C2)C2=CC=CC=C2